4-vinyl-benzene sodium [Na].C(=C)C1=CC=CC=C1